FC(C(=O)[O-])(F)F.CC1=C(C(=CC=C1)C)NC(C(CC)[N+]1(CCCCC1)CC1=C(C=CC=C1)O)=O 1-(1-((2,6-dimethylphenyl)amino)-1-oxobutan-2-yl)-1-(2-hydroxybenzyl)piperidin-1-ium 2,2,2-trifluoroacetate